4-[1-(1-benzofuran-7-yl)vinyl]-1H-imidazole O1C=CC2=C1C(=CC=C2)C(=C)C=2N=CNC2